IC1=C(C(=O)N)C=C(C=C1I)I 2,3,5-triiodo-benzamide